3,3-difluoro-1-((2S,5S)-9-((2-fluorophenyl)ethynyl)-2,3-dihydro-2,5-methanopyrido[3,4-f][1,4]oxazepin-4(5H)-yl)-2,2-dimethylpropan-1-one FC(C(C(=O)N1C[C@H]2OC3=C([C@@H]1C2)C=NC=C3C#CC3=C(C=CC=C3)F)(C)C)F